CC(C)(C)S(=O)NC(CC)C=1N=CN(C1)COCC[Si](C)(C)C 2-methyl-N-(1-(1-((2-(trimethylsilyl)ethoxy)methyl)-1H-imidazol-4-yl)propyl)propane-2-sulfinamide